C1(=CC=C(C=C1)\C=N/O)C1=CC(=CC=C1)C1=CC(=CC=C1)C1=CC=CC=C1 (Z)-[1,1':3',1'':3'',1'''-quaterphenyl]-4-carbaldehyde oxime